BrCC(O[Si](C)(C)C(C)(C)C)C1=CC2=C(NC(COC2)=O)C(=C1)F 7-(2-bromo-1-((tert-butyldimethylsilyl)oxy)ethyl)-9-fluoro-1,5-dihydrobenzo[e][1,4]oxazepin-2(3H)-one